1-(2-methyl-1H-benzo[d]imidazol-5-yl)ethylamine CC1=NC2=C(N1)C=CC(=C2)C(C)N